C(C)(C)(C)OC(=O)N[C@H]1C=C[C@H](C1)C(=O)OC Methyl (1S,4R)-4-[[tert-butoxycarbonyl] amino]-2-cyclopentene-1-carboxylate